C(CCCCCCCCCCCCC)NNC(=O)C1=CC=C(CC=2C3=C(SC2C(=O)N)C=CC=C3)C=C1 (4-(2-tetradecylhydrazine-1-carbonyl)benzyl)benzo[b]thiophene-2-carboxamide